N1(CCCC1)CCO 2-(pyrrolidin-1-yl)ethane-1-ol